C(C)OC(=O)[C@H]1CN(CCC1)C=1C=C(OC(C(=O)N2CC3(CN(C3)C(=O)OC(C)(C)C)CC2)(C)C)C=CC1 tert-butyl (R)-6-(2-(3-(3-(ethoxycarbonyl)piperidin-1-yl)phenoxy)-2-methylpropanoyl)-2,6-diazaspiro[3.4]octane-2-carboxylate